O=C1N(CCC1)C1=CC=C(C=C1)C=1C=C(C=NC1)C1=C2C(=NC=C1)NC(=C2)C(=O)NCC=2C=NC=CC2 4-(5-(4-(2-oxopyrrolidin-1-yl)phenyl)pyridin-3-yl)-N-(pyridin-3-ylmethyl)-1H-pyrrolo[2,3-b]pyridine-2-carboxamide